OC1=CC=C(C=C1)C=[N+]([O-])C(C)(C)C 4-hydroxyphenyl-N-tert-butyl-nitrone